C(C)(C)(C)OC(=O)N1C[C@H](CC1(C)C)CCC(C(=O)O)C1CC(OC(C1)(C)C)(C)C 4-[(3S)-1-tert-Butoxycarbonyl-5,5-dimethyl-pyrrolidin-3-yl]-2-(2,2,6,6-tetramethyltetrahydropyran-4-yl)butanoic acid